methyl E-salicylate C(C=1C(O)=CC=CC1)(=O)OC